NC1=NC=2CCCCC2C2=C1N=C(N2CCOCCNC(C2=CC=CC=C2)=O)CCOC N-(2-{2-[4-amino-2-(2-methoxyethyl)-6,7,8,9-tetrahydro-1H-imidazo[4,5-c]quinolin-1-yl]ethoxy}ethyl)benzamide